ClC1=C(C=CC=C1)[C@]1([C@H](CCCC1)NCC1=CSC=C1)NC (1R,2S)-1-(2-chlorophenyl)-N1-methyl-N2-(thiophen-3-ylmethyl)cyclohexane-1,2-diamine